Cl.O=C1NC2=CC=CC=C2C(C1)CN (2-Oxo-1,2,3,4-tetrahydroquinolin-4-yl)methanamine hydrochloride